BrC1=NN(C(=N1)C(=O)OCC)CC Ethyl 3-bromo-1-ethyl-1H-1,2,4-triazole-5-carboxylate